C(C)(C)(C)O[C@@H]([C@H](NC(C(F)(F)F)=O)C(=O)N1[C@@H]([C@H]2C([C@H]2C1)(C)C)C(=O)NC(C#N)C=1C=NC=C(C1)Cl)C (1R,2S,5S)-3-(O-(tert-butyl)-N-(2,2,2-trifluoroacetyl)-L-threonyl)-N-((5-chloropyridin-3-yl)(cyano)methyl)-6,6-dimethyl-3-azabicyclo[3.1.0]hexane-2-carboxamide